C(C)N(C(=O)N[C@H](C(F)(F)F)CCCF)[C@H](C(F)(F)F)C1=NC=C(C(=C1)C=1N=C(C=2N(C1)C=C(N2)C)OC)OC 1-ethyl-3-((S)-1,1,1,5-tetrafluoropentan-2-yl)-1-((S)-2,2,2-trifluoro-1-(5-methoxy-4-(8-methoxy-2-methylimidazo[1,2-a]pyrazin-6-yl)pyridin-2-yl)ethyl)urea